3-(ethylamino)-4-((3-fluoro-4-(5-(trifluoromethyl)-1,2,4-oxadiazol-3-yl)benzyl)amino)cyclobut-3-ene-1,2-dione C(C)NC=1C(C(C1NCC1=CC(=C(C=C1)C1=NOC(=N1)C(F)(F)F)F)=O)=O